C[C@H]1OCCN(C1)C1=CC=CC(=N1)NC(C1=C(N=C(C=C1)S(=O)(=O)C)N1CCC2(CC2)CC1)=O (R)-N-(6-(2-Methylmorpholino)pyridin-2-yl)-6-(methylsulfonyl)-2-(6-azaspiro[2.5]octan-6-yl)nicotinamid